2-chloro-N-((1-phenylcyclopropyl)methyl)acetamide ClCC(=O)NCC1(CC1)C1=CC=CC=C1